NC=1C=2N(C3=C(N1)C=NC(=C3)C(=O)N3[C@H]1[C@@H](CC(C3)(C)C)OC3=C1C=CC(=C3)C(F)(F)F)C=NC2 |r| Rac-(4-aminoimidazo[1,5-a]pyrido[3,4-e]pyrazin-8-yl)((4aR,9bR)-3,3-dimethyl-7-(trifluoromethyl)-3,4,4a,9b-tetrahydrobenzofuro[3,2-b]pyridin-1(2H)-yl)methanone